CC1=NC(=NO1)C=1C=C2CCC3(NC(OC3)=O)C2=CC1 5-(5-Methyl-1,2,4-oxadiazol-3-yl)-2,3-dihydrospiro[inden-1,4'-oxazolidin]-2'-on